5-[4-(1,3-dioxolan-2-yl)piperidin-1-yl]-N-[(3R)-2,6-dioxopiperidin-3-yl]Pyridine-2-carboxamide O1C(OCC1)C1CCN(CC1)C=1C=CC(=NC1)C(=O)N[C@H]1C(NC(CC1)=O)=O